ClC1=C(C=CC(=C1)OC(F)(F)F)[N+](=O)[O-] 2-chloro-1-nitro-4-(trifluoromethoxy)benzene